N1=CC(=CC=C1)C=1N=NN(C1)[C@H]1[C@@H](CNC1)OCC1=NC=C(C=C1)C(F)(F)F 2-((trans-4-(4-(pyridin-3-yl)-1H-1,2,3-triazol-1-yl)pyrrolidin-3-yloxy)methyl)-5-(trifluoromethyl)pyridine